1,3-bis[[3,5-bis(bromomethyl)phenoxy]-methyl]-5-prop-2-ynyloxy-benzene BrCC=1C=C(OCC2=CC(=CC(=C2)OCC#C)COC2=CC(=CC(=C2)CBr)CBr)C=C(C1)CBr